5-(4-fluoro-1-(2-fluoroethyl)-1H-benzo[d]imidazol-6-yl)-N-((3R,4S)-3-fluoro-1-methylpiperidin-4-yl)-4-methoxypyrrolo[2,1-f][1,2,4]triazin-2-amine FC1=CC(=CC=2N(C=NC21)CCF)C=2C=CN1N=C(N=C(C12)OC)N[C@@H]1[C@@H](CN(CC1)C)F